CNN[C@@H](CC(C)C)C(=O)O.CNC(C(C(=O)O)=O)CC methylaminoketopentanoic acid (methylaminoleucinate)